bis(acryloyloxyethyl)-trimethylhexamethylenedicarbamate C(C=C)(=O)OCCOC(NC(C(CCCCNC(OCCOC(C=C)=O)=O)C)(C)C)=O